3-(carbazole-9-yl)propionic acid C1=CC=CC=2C3=CC=CC=C3N(C12)CCC(=O)O